2-(1-(2-chloro-5-iodopyridin-4-yl)piperidin-3-yl)-N,N-dimethylethan-1-amine ClC1=NC=C(C(=C1)N1CC(CCC1)CCN(C)C)I